(5-((6-((R)-3-(4-chloro-2-fluorophenyl)isoxazolidine-2-yl)pyrimidine-4-yl)amino)-2-((R)-3-(dimethylamino)pyrrolidine-1-yl)-4-methoxyphenyl)acrylamide ClC1=CC(=C(C=C1)[C@@H]1N(OCC1)C1=CC(=NC=N1)NC=1C(=CC(=C(C1)C(C(=O)N)=C)N1C[C@@H](CC1)N(C)C)OC)F